(3S,4R,5R,6R)-4,5-bis(benzyloxy)-6-((benzyloxy)methyl)tetrahydro-2H-pyran-3-amine C(C1=CC=CC=C1)O[C@@H]1[C@H](CO[C@@H]([C@@H]1OCC1=CC=CC=C1)COCC1=CC=CC=C1)N